1-(4-((2-(2,3-dihydrobenzo[b][1,4]dioxin-6-yl)pyrrolidin-1-yl)methyl)phenyl)-4-(methylsulfonyl)piperazine O1C2=C(OCC1)C=C(C=C2)C2N(CCC2)CC2=CC=C(C=C2)N2CCN(CC2)S(=O)(=O)C